CN1CCC(CC1)CN(C(CCCCCCCCC(=O)OCC(CCCCCC)CCCC)CCCCCCCCC(=O)OCC(CCCCCC)CCCC)C(CCCCCCCC)=O bis(2-butyloctyl) 10-[(1-methyl-4-piperidyl)methyl-nonanoyl-amino]nonadecanedioate